[Si](C)(C)(C(C)(C)C)OCCOC=1C=C(C=NC1)CS(=O)(=O)OC methyl (5-(2-((tert-butyldimethylsilyl)oxy)ethoxy)pyridin-3-yl)methylsulfonate